2-(3-bromo-2-methylphenyl)oxazolo[4,5-b]pyridine-6-methanol BrC=1C(=C(C=CC1)C=1OC=2C(=NC=C(C2)CO)N1)C